S1C(=NN=C1)N1OCC=2C=CC=3C=CC=NC3C21 N-(1,3,4-thiadiazol-2-yl)isoxazolo[4,3-h]quinoline